FC(CNC1=NN2C(C=N1)=C(C=C2)C=2C=CC=1N(C2)C=CN1)(C)C N-(2-Fluoro-2-methylpropyl)-5-(imidazo[1,2-a]pyridin-6-yl)pyrrolo[2,1-f][1,2,4]triazin-2-amine